3,10-bis[N-(dibenzofuran-3-yl)-N-phenylamino]naphtho[2,3-b:6,7-b']bis-benzofuran C1=CC(=CC=2OC3=C(C21)C=CC=C3)N(C3=CC=CC=C3)C3=CC2=C(C1=C(O2)C=C2C=C4C(OC5=C4C=CC(=C5)N(C=5C=CC4=C(OC6=C4C=CC=C6)C5)C5=CC=CC=C5)=CC2=C1)C=C3